C(C1=CC=CC=C1)(=O)CC(=O)[O-].C(C1=CC=CC=C1)(=O)CC(=O)[O-].C(C1=CC=CC=C1)(=O)CC(=O)[O-].[Al+3].OCCN(C(CCCCCCCCC)=O)CCO N,N-bis(2-hydroxyethyl)decanamide aluminum tris(benzoylacetate)